2-maleimidopropane C1(C=CC(N1C(C)C)=O)=O